C(C)(=O)O.CONN methoxyhydrazine acetate